3-chloro-1-(5-(3-chloro-4-isopropoxyphenyl)-1,2,4-oxadiazol-3-yl)-1H-indole ClC1=CN(C2=CC=CC=C12)C1=NOC(=N1)C1=CC(=C(C=C1)OC(C)C)Cl